N1C(=NC2=C1C=CC=C2)C2=CC=CC(=N2)C(=O)N2CC(CC2)N2C(C=CC=C2C2=NC1=C(N2)C=CC=C1)C(=O)N 1-(1-(6-(1H-benzo[d]imidazol-2-yl)picolinoyl)pyrrolidin-3-yl)-6-(1H-benzo[d]imidazol-2-yl)picolinamide